17-chloro-4,6,8,10,12,14-hexamethylheptadecylpentoxymethyl ether ClCCCC(CC(CC(CC(CC(CC(CCCC(OCCCCC)OC(CCCC(CC(CC(CC(CC(CC(CCCCl)C)C)C)C)C)C)OCCCCC)C)C)C)C)C)C